galloaldehyde C(C1=CC(O)=C(O)C(O)=C1)=O